(1R,3S)-3-({6-[5-({5-[(3,3-difluoro-cyclobutyl)methoxy]-2H-1,2,3,4-tetrazol-2-yl}methyl)-1-methyl-1H-1,2,3-triazol-4-yl]-2-methylpyridin-3-yl}oxy)cyclohexane-1-carboxylic acid FC1(CC(C1)COC=1N=NN(N1)CC1=C(N=NN1C)C1=CC=C(C(=N1)C)O[C@@H]1C[C@@H](CCC1)C(=O)O)F